2-(2-(((2-chloro-5-cyanophenyl)amino)-2-oxoacetylamino)-3-phenylpropionamido)benzoic acid ClC1=C(C=C(C=C1)C#N)NN(C(C(=O)NC1=C(C(=O)O)C=CC=C1)CC1=CC=CC=C1)C(C=O)=O